CC1=C(C(=O)O)C=C(N=C1OCC1=CC=CC=C1)Cl methyl-2-(benzyloxy)-6-chloroisonicotinic acid